N-(6-fluoropyridin-2-yl)-4-methylpyridine-2-sulfonamide FC1=CC=CC(=N1)NS(=O)(=O)C1=NC=CC(=C1)C